CC1=C(C=C(C=C1)NC(=O)C1=NC=CC(=C1)C(F)(F)F)C1=CC2=C(N=C(N=C2)NC2=C(C=NC=C2)C)N2C1=NCC2 N-(4-methyl-3-(2-((3-methylpyridin-4-yl)amino)-8,9-dihydroimidazo[1',2':1,6]pyrido[2,3-d]pyrimidin-6-yl)phenyl)-4-(trifluoromethyl)pyridineamide